C(C1=CC=CC=C1)C1=NC=2N(C=C(NC2C2=NC=CC=C2C#N)C=CC2=CC=C(C=C2)N)C1=O 2-benzyl-6-(4-aminostyryl)-8-(3-cyanopyridyl)-imidazo[1,2-a]Pyrazine-3(7H)-one